6-{7-[(7s,8r)-7-fluoro-5-azaspiro[3.5]nonan-8-yl]-6,7-dihydro-5H-pyrrolo[2,3-c]pyridazin-3-yl}-2-methyl-1,3-benzothiazol-5-ol F[C@H]1CNC2(CCC2)C[C@H]1N1CCC2=C1N=NC(=C2)C2=CC1=C(N=C(S1)C)C=C2O